N=1C=NN2C=CC=NC12 1,3,3a,7-tetraazaindene